C(C)N(CC)CCN(CCOC(OC(CCCCCCCCC(=O)OCC(CCCCCCCC)CCCCCC)CCCCCC)=O)CCOC(CCCCCCC)=O 2-hexyldecyl 3-ethyl-12-hexyl-6-(2-(octanoyloxy) ethyl)-10-oxo-9,11-dioxa-3,6-diazaheneicosane-21-ate